ClC1=CC2=C(NC=N2)C=C1 5-chloro-1H-1,3-benzodiazol